[N+](=O)([O-])C1=CC=C(C(=O)NC2=CC=C(C(=O)F)C=C2)C=C1 4-(4-nitrobenzamido)benzoyl fluoride